C(C)N(CCCOC1=C(C=C(C=C1C)NC1=NC=C(C(=N1)N1OCCC1C1=CC=CC=C1)C(F)(F)F)C)CC N-(4-(3-(diethylamino)propoxy)-3,5-dimethylphenyl)-4-(3-phenylisoxazolidin-2-yl)-5-(trifluoromethyl)pyrimidin-2-amine